6-(pyrrolidin-1-yl)-2-naphthalenealdehyde N1(CCCC1)C=1C=C2C=CC(=CC2=CC1)C=O